BrC1=C(N)C(=CC(=C1)C(C(F)(F)F)(C(F)(F)F)F)C(F)(F)F 2-bromo-4-(perfluoropropane-2-yl)-6-(trifluoromethyl)aniline